BrCCC1=CC(=CC(=C1)CCBr)CCBr 1,3,5-tri(2-bromoethyl)benzene